FC=1C(=CC2=C(O[C@@H](C(N2CC#C)=O)C)C1)C1=C(C(=C(C(=C1F)F)F)F)F |r| racemic-7-fluoro-2-methyl-6-(perfluorophenyl)-4-(prop-2-yn-1-yl)-2H-benzo[b][1,4]oxazin-3(4H)-one